Cl.C(N(CCN1N=CC(=C1)C1=CC2=NC(=CC(=C2O1)N1CCOCC1)N1N=C(C=C1)C=1C=C(C=CC1)C)C([2H])([2H])[2H])([2H])([2H])[2H] N,N-bis(methyl-d3)-2-(4-(7-morpholino-5-(3-(m-tolyl)-1H-pyrazol-1-yl)furo[3,2-b]pyridin-2-yl)-1H-pyrazol-1-yl)ethan-1-amine hydrochloride